ClC1=CC=C(C=C1)N1C(CCC1=O)C(=O)OC methyl 1-(4-chlorophenyl)-5-oxo-pyrrolidine-2-carboxylate